N-((R)-1-(4-(N-acetoxycarbamimidoyl)thiophen-2-yl)ethyl)-1-((4-(4-fluorophenoxy)benzoyl)glycyl)-4-(methoxymethyl)pyrrolidine-2-carboxamide C(C)(=O)ONC(=N)C=1C=C(SC1)[C@@H](C)NC(=O)C1N(CC(C1)COC)C(CNC(C1=CC=C(C=C1)OC1=CC=C(C=C1)F)=O)=O